5-chloro-4-(cyclopentylmethoxy)-2-fluoro-N-((1-(2-methoxyphenyl)-1H-pyrazol-4-yl)sulfonyl)benzamide ClC=1C(=CC(=C(C(=O)NS(=O)(=O)C=2C=NN(C2)C2=C(C=CC=C2)OC)C1)F)OCC1CCCC1